S(=O)(=O)([O-])[O-].F[BH-](F)F.F[BH-](F)F.[Li+] lithium di(trifluoroborate) sulfate